C(C)(=O)O[C@H]1CC[C@@]2([C@H]3CC[C@]4([C@H]([C@@H]3CC[C@H]2[C@@H]1O)CC[C@@H]4[C@@H](CCCC(=O)OC)C)C)C methyl (5R)-5-[(1R,3aS,3bS,5aR,6S,7S,9aR,9bS,11aR)-7-acetoxy-6-hydroxy-9a,11a-dimethylhexadecahydro-1H-cyclopenta[1,2-a]phenanthren-1-yl]hexanoate